C(C)(C)(C)OC(=O)N[C@H](C(=O)O)C[C@H]1C(NC2(CC2)C1)=O (S)-2-((tert-butoxycarbonyl)amino)-3-((R)-5-oxo-4-azaspiro[2.4]heptan-6-yl)propanoic acid